C(CCC)NC=1C2=C(N=C(N1)NC(OC)=O)C(=NN2CC2=C(C=C(C=C2)CCl)OC)C(F)(F)F Methyl (7-(butylamino)-1-(4-(chloromethyl)-2-methoxybenzyl)-3-(trifluoromethyl)-1H-pyrazolo[4,3-d]pyrimidin-5-yl)carbamate